{[1-(2,6-diethylphenyl)-2-(1-ethyl-1H-pyrazol-3-yl)-6-hydroxy-4-oxo-1,4-dihydropyrimidin-5-yl]methyl}-2',5-difluoro-[1,1'-biphenyl]-2-carboxamide C(C)C1=C(C(=CC=C1)CC)N1C(=NC(C(=C1O)CC1=C(C(=CC(=C1)F)C1=C(C=CC=C1)F)C(=O)N)=O)C1=NN(C=C1)CC